C(C)(C)(C)OC(=O)N1[C@H](COCC1)C#CC1=CC(=C(C(=C1)F)F)CCC1=NC(=CC(=C1)C)N1C(=CC=C1C)C (S)-3-((3-(2-(6-(2,5-dimethyl-1H-pyrrol-1-yl)-4-methylpyridin-2-yl)ethyl)-4,5-difluorophenyl)ethynyl)morpholine-4-carboxylic acid tert-butyl ester